NC(C(=O)O)C1=CC=C(C=C1)C1=CC=C(C=C1)F 2-amino-2-(4'-fluoro-[1,1'-biphenyl]-4-yl)acetic acid